N-(4-(Aminomethyl)phenyl)-5-methylpyrimidin-2-amine NCC1=CC=C(C=C1)NC1=NC=C(C=N1)C